NC(C(=O)NC1=CC=C(C=C1)C=1C(=NNC1C)C)=C(C1CCCCC1)C1CCCCC1 (2S)-2-amino-3,3-dicyclohexyl-N-[4-(3,5-dimethyl-1H-pyrazol-4-yl)phenyl]acrylamide